1-(4-((2-(4-(5-chloropyrimidin-2-yl)piperidin-1-yl)-5,5-dioxo-7,8-dihydro-6H-thiopyrano[3,2-d]pyrimidin-4-yl)amino)-2-fluorophenyl)cyclopropane-1-carboxylic acid ClC=1C=NC(=NC1)C1CCN(CC1)C=1N=C(C2=C(N1)CCCS2(=O)=O)NC2=CC(=C(C=C2)C2(CC2)C(=O)O)F